thiotriflate [O-]S(=S)(=O)C(F)(F)F